[trans-2-(pyridin-3-yl)cyclopropyl]ethanone N1=CC(=CC=C1)[C@H]1[C@@H](C1)C(C)=O